C(C1=CC=CC=C1)OC=1C=CC(=NC1OCCC1CC1)CC(C(C)C)C(=O)OC(C)(C)C tert-butyl (1-(5-(benzyloxy) 6-(2-cyclopropylethoxy) pyridin-2-yl)-3-methylbutan-2-yl)carboxylate